CS(=O)(=O)N1CCC(=CC1)C1=CC=C2CN(C(C2=C1)=O)C(C(=O)NC(C(=O)O)CC(C)=O)CC 2-(6-(1-(methylsulfonyl)-1,2,3,6-tetrahydropyridin-4-yl)-1-oxoisoindolin-2-yl)butanamido-4-oxopentanoic acid